N-(2-methoxyethyl)-1-methyl-2-((6-(trifluoromethoxy)benzo[d]oxazol-2-yl)amino)-1H-benzo[d]imidazole-5-carboxamide COCCNC(=O)C1=CC2=C(N(C(=N2)NC=2OC3=C(N2)C=CC(=C3)OC(F)(F)F)C)C=C1